[8-fluoro-2-methyl-6-(trifluoromethyl)spiro[3,4-dihydropyrrolo[1,2-a]pyrazine-1,4'-piperidine]-1'-yl]-(5-isopropoxy-6-methyl-2-pyridyl)methanone FC=1C=C(N2C1C1(CCN(CC1)C(=O)C1=NC(=C(C=C1)OC(C)C)C)N(CC2)C)C(F)(F)F